OC1(C(C=CC=C1)C1=CC=2C(=NNN2)C=C1)CCCCCCCC 5-(2-hydroxy-2-octylphenyl)-2H-benzotriazole